2-(4,4-difluoroazepan-1-yl)quinoline-3-carboxamide FC1(CCN(CCC1)C1=NC2=CC=CC=C2C=C1C(=O)N)F